COCN1N=C(C(=C1)NC=O)OC1COC1 N-(1-(methoxymethyl)-3-(oxetan-3-yloxy)-1H-pyrazol-4-yl)formamide